The molecule is a 2',3'-cyclic nucleotide(1-) which is obtained from 2',3'-cyclic UMP by removal of a proton from the cyclic phosphate group. It has a role as a human metabolite. It is a conjugate base of a 2',3'-cyclic UMP. C1=CN(C(=O)NC1=O)[C@H]2[C@H]3[C@@H]([C@H](O2)CO)OP(=O)(O3)[O-]